NC1=NC=CC(=C1C#CC1CCN(CC1)C(=O)OC(C)(C)C)OC1=C(C=C(C=C1)NC(=O)C=1C(N(N=CC1)C1=CC=C(C=C1)F)=O)F tert-Butyl 4-((2-amino-4-(2-fluoro-4-(2-(4-fluorophenyl)-3-oxo-2,3-dihydropyridazine-4-carboxamido)phenoxy)pyridin-3-yl)ethynyl)piperidine-1-carboxylate